C(OC\C=C\C1=CC(=C(C=C1)OC)O[Si](C)(C)C(C)(C)C)(OCC(C)C)=O (E)-3-(3-((tert-butyldimethylsilyl)oxy)-4-methoxyphenyl)allyl isobutyl carbonate